[Na+].[K+].CCC(CCCCC)C(C(=O)[O-])(C(=O)[O-])CCCCCCCC 2-(oct-3-yl)-2-octylmalonic acid potassium sodium salt